Methyl 5-hydroxy-2-oxo-1-(4-(trifluoromethyl) benzyl)-2,3-dihydro-1H-benzo[b]azepine-4-carboxylate OC=1C2=C(N(C(CC1C(=O)OC)=O)CC1=CC=C(C=C1)C(F)(F)F)C=CC=C2